(1-cyano-2-ethylperoxyethyl)cyclohexanamide 5,5-dimethylmorpholine-4-carboxylate CC1(COCCN1C(=O)O)C.C(#N)C(COOCC)C1(CCCCC1)C(=O)N